C(#N)C1=CC(=C(COC2=CC(=NC=C2)N2C3CN(CC2CC3)CC3=NC2=C(N3C[C@H]3OCC3)C=C(C=C2)C(=O)O)C=C1)F 2-((8-(4-((4-cyano-2-fluorobenzyl)oxy)pyridin-2-yl)-3,8-diazabicyclo[3.2.1]octan-3-yl)methyl)-1-(((S)-oxetan-2-yl)methyl)-1H-benzo[d]imidazole-6-carboxylic acid